BrC1=CN=C(S1)[C@H]1N([C@@H](CC2=C1N(C1=CC=CC=C21)C(=O)OC(C)(C)C)C)CC(F)F tert-Butyl (1S,3R)-1-(5-bromothiazol-2-yl)-2-(2,2-difluoroethyl)-3-methyl-1,2,3,4-tetrahydro-9H-pyrido[3,4-b]indole-9-carboxylate